C(C)(C)(C)OC(N[C@H]1CN(CC12CC2)C2=C1C=NN(C1=CC=C2NC(=O)C2=NN(C(C=C2)=O)C2=C(C=CC=C2F)F)C(C)(C)C)=O N-[(7R)-5-[1-tert-butyl-5-[[1-(2,6-difluorophenyl)-6-oxo-pyridazin-3-carbonyl]amino]indazol-4-yl]-5-azaspiro[2.4]hept-7-yl]carbamic acid tert-butyl ester